C(C)[Si](OCCC)(OCCC)C1=CC=CC2=CC=CC=C12 ethyl-(naphthyl)dipropoxysilane